FC1(C2=CC=CC=C2C=2C=C(C=CC12)C(=O)NCC(=O)N1[C@@H](C[C@@H](C1)C)C(=O)O)F (2S,4S)-1-((9,9-difluoro-9H-fluorene-3-carbonyl)glycyl)-4-methylpyrrolidine-2-carboxylic acid